C(C)(C)(C)OC(=O)N1C[C@@H]([C@@H](CC1)[C@H](C)N)CC (3R,4R)-4-[(1S)-1-aminoethyl]-3-ethylpiperidine-1-carboxylic acid tert-butyl ester